(tert-butyl 2-((2-((7-bromo-3-(thien-3-ylmethyl)-5H-pyrido[4,3-b]indol-1-yl) amino) ethyl) (methyl) amino) ethyl) carbamate C(N)(OCC(N(C)CCNC1=NC(=CC=2NC=3C=C(C=CC3C21)Br)CC2=CSC=C2)C(C)(C)C)=O